N-((4-(tert-butyl)phenyl)sulfonyl)-5,5-diphenyl-4,5-dihydroisoxazole-3-carboxamide C(C)(C)(C)C1=CC=C(C=C1)S(=O)(=O)NC(=O)C1=NOC(C1)(C1=CC=CC=C1)C1=CC=CC=C1